benzyl (S)-5-isopropyl-5-azaspiro[2.4]heptane-6-carboxylate C(C)(C)N1CC2(CC2)C[C@H]1C(=O)OCC1=CC=CC=C1